2-(5-bromo-3-methylpyridin-2-yl)-6-ethoxy-2,5-dihydro-4H-pyrazolo[3,4-d]pyrimidin-4-one BrC=1C=C(C(=NC1)N1N=C2N=C(NC(C2=C1)=O)OCC)C